4-((1s,3s)-3-fluorocyclobutoxy)quinoline-2-carboxylic acid FC1CC(C1)OC1=CC(=NC2=CC=CC=C12)C(=O)O